CC(C(=O)N[C@H]1CN(CC12CC2)C(=O)OC(C)(C)C)(COC2=NC=CC=C2C)C tert-butyl (R)-7-(2,2-dimethyl-3-((3-methylpyridin-2-yl)oxy)propanamido)-5-azaspiro[2.4]heptane-5-carboxylate